1-(4-((3-(pyrrolidin-1-yl)-5-(trifluoromethyl)benzyl)oxy)piperidine-1-carbonyl)-1H-pyrazole-3-carboxylic acid N1(CCCC1)C=1C=C(COC2CCN(CC2)C(=O)N2N=C(C=C2)C(=O)O)C=C(C1)C(F)(F)F